C1(CC1)[C@@H](C1=NC=2N(C=C1)C=C(N2)[C@@H](NC(=O)C2=NN(N=C2)CC2CC2)C2CCC(CC2)(F)F)NC(CCC(F)(F)F)=O N-((S)-(7-((S)-Cyclopropyl(4,4,4-trifluorobutanamido)methyl)imidazo[1,2-a]pyrimidin-2-yl)(4,4-difluorocyclohexyl)methyl)-2-(cyclopropylmethyl)-2H-1,2,3-triazole-4-carboxamide